The molecule is a tricarboxylic acid. It has a role as an Escherichia coli metabolite. It is a conjugate acid of a (1R,2S,5S,6S)-2-(3-carboxylatopropanoyl)-5-[(1-carboxylatovinyl)oxy]-6-hydroxycyclohex-3-ene-1-carboxylate. C=C(C(=O)O)O[C@H]1C=C[C@@H]([C@H]([C@@H]1O)C(=O)O)C(=O)CCC(=O)O